ClC1=C(C=NN1C1CC1)NC1=NC2=CC(=C(C=C2C=N1)C)C1C[C@@H](N(CC1)[C@H]1[C@H](COC1)O)C (3R,4R)-(2S)-4-[4-{2-[(5-chloro-1-cyclopropyl-1H-pyrazol-4-yl)amino]-6-methylquinazolin-7-yl}-2-methylpiperidin-1-yl]oxolan-3-ol